C1(=CC=CC=C1)OP(OC1=C(C=CC=C1)C)(OC1=C(C=CC=C1)C)=O phosphoric acid bis(methylphenyl) phenyl ester